C(C)(C)OC=1C=CC2=C(N=C(N=C2N)NC2CCN(CC2)C)N1 7-isopropoxy-N2-(1-methylpiperidin-4-yl)pyrido[2,3-d]pyrimidine-2,4-diamine